CC1=NC(=CC(=C1)C=1NC2=CC(=CC=C2C1C)C=1N=NN(C1)C1CCNCC1)C 2-(2,6-dimethylpyridin-4-yl)-3-methyl-6-(1-(piperidin-4-yl)-1H-1,2,3-triazol-4-yl)-1H-indole